ClC=1C=CC(=C(C1)C1(SC(=CC1)C(=O)NCCO)C(=O)N)OCCOC 2-(5-chloro-2-(2-methoxyethoxy)phenyl)-N5-(2-hydroxyethyl)thiophene-2,5-dicarboxamide